Tert-butyl 4-[[3-[1-(2,6-dioxo-3-piperidyl)-3-methyl-2-oxo-benzimidazol-5-yl]oxyazetidin-1-yl]methyl]piperidine-1-carboxylate O=C1NC(CCC1N1C(N(C2=C1C=CC(=C2)OC2CN(C2)CC2CCN(CC2)C(=O)OC(C)(C)C)C)=O)=O